(R)-tert-butyl 4-(2-(2-(2-hydroxyphenyl)-6a,7,9,10-tetrahydro-5H-pyrazino[1',2':4,5]pyrazino[2,3-c]pyridazin-8(6H)-yl)pyrimidin-4-yl)piperidine-1-carboxylate OC1=C(C=CC=C1)C=1C=C2C(=NN1)NC[C@H]1N2CCN(C1)C1=NC=CC(=N1)C1CCN(CC1)C(=O)OC(C)(C)C